(1S,2S)-N-(6-(5-chloro-6-fluoro-7-((R)-1-methoxypropan-2-yl)-1H-indazol-4-yl)imidazo[1,2-a]pyrazin-2-yl)-2-fluorocyclopropane-1-carboxamide ClC=1C(=C2C=NNC2=C(C1F)[C@H](COC)C)C=1N=CC=2N(C1)C=C(N2)NC(=O)[C@H]2[C@H](C2)F